C1(=CC=CC=C1)C(=C[Si](Cl)(Cl)Cl)C1=CC=CC=C1 Diphenylvinyl-trichlorosilane